CC1(CC(C2=CC=CC=C12)=O)C 3,3-dimethylindan-1-one